C1(CC1)C1=NC=NC(=C1C=1N=CC2=C(N(C3=CC(=CC=C23)F)CC2=CC=C(C=C2)C=2N(C=C(N2)C(F)(F)F)C(C)C)N1)OC 2-(4-cyclopropyl-6-methoxypyrimidin-5-yl)-7-fluoro-9-(4-(1-isopropyl-4-(trifluoromethyl)-1H-imidazol-2-yl)benzyl)-9H-pyrimido[4,5-b]indole